C(C1=CC=CC=C1)OC(=O)N(CC[C@@H]1CN(CC1)C1=C(C=CC(=C1)C)S(=O)(=O)N1[C@@H](CCC1)C(=O)O)C1CCC(CC1)(F)F |&1:13| ((2-((RS)-3-(2-(((Benzyloxy)carbonyl)(4,4-difluorocyclohexyl)amino)ethyl)pyrrolidin-1-yl)-4-methylphenyl)sulfonyl)-L-proline